C(C)(C)(C)OC(=O)N1N=C(C=2C1=NC=C(C2)Br)C2=CC(=C(C=C2)CNC(=O)C2=NOC(=N2)C(C)(C)C)C 5-bromo-3-(4-((5-(tert-butyl)-1,2,4-oxadiazole-3-carboxamido)methyl)-3-methylphenyl)-1H-pyrazolo[3,4-b]pyridine-1-carboxylic acid tert-butyl ester